ClC1=C(C=CC=C1)[C@@H]1CN(C[C@@H]1C(=O)N1CCC(CC1)(C(N[C@H](C)\C=C/S(=O)(=O)C)=O)F)C(=O)OCC ethyl (3R,4R)-3-(2-chlorophenyl)-4-(4-fluoro-4-(((R,Z)-4-(methylsulfonyl)but-3-en-2-yl)carbamoyl)piperidine-1-carbonyl)pyrrolidine-1-carboxylate